N-[4-Fluoro-5-[5-(methoxymethyl)-4H-1,2,4-triazol-3-yl]-2-methylphenyl]pyrazolo[1,5-a]pyridine-3-carboxamide FC1=CC(=C(C=C1C1=NN=C(N1)COC)NC(=O)C=1C=NN2C1C=CC=C2)C